C(C)N1C(=NC2=C1C=CC(=C2)C(=O)O)NC=2OC1=C(N2)C=CC(=C1)OC(F)(F)F 1-ethyl-2-((6-(trifluoro-methoxy)benzo[d]-oxazol-2-yl)amino)-1H-benzo[d]imidazole-5-carboxylic acid